C1(=CC=CC=C1)C1OC(=C(C1=O)OS(=O)(=O)CC1=CC=CC=C1)N 2-(phenyl)-4-[[phenylmethylsulfonyl]oxy]-5-amino-3(2H)-furanone